2-{3-[(4-methane-sulfonyl-2-methoxy-phenyl)amino]prop-1-yn-1-yl}-1-(2-methyl-propyl)-N-[(1R,4R)-4-(morpholin-4-yl)cyclohexyl]-1H-indol-4-amine CS(=O)(=O)C1=CC(=C(C=C1)NCC#CC=1N(C=2C=CC=C(C2C1)NC1CCC(CC1)N1CCOCC1)CC(C)C)OC